tert-butyl (2-(dimethylphosphoryl)-4-(methylsulfonyl)phenyl)carbamate CP(=O)(C)C1=C(C=CC(=C1)S(=O)(=O)C)NC(OC(C)(C)C)=O